((S)-3-cyclopentyl-1-(((S)-4-(ethylamino)-3,4-dioxo-1-((S)-2-oxopyrrolidin-3-yl)butan-2-yl)amino)-1-oxopropan-2-yl)carbamic acid C1(CCCC1)C[C@@H](C(=O)N[C@@H](C[C@H]1C(NCC1)=O)C(C(=O)NCC)=O)NC(O)=O